C(#N)[C@]1(OCC1)C(=O)N1CC2(CC2)[C@@H]([C@@H]1CC=1C(=C(C=CC1)C1=CC(=CC=C1)F)F)NS(=O)(=O)CF N-((6S,7S)-5-((S)-2-cyanooxetane-2-carbonyl)-6-((2,3'-difluoro-[1,1'-biphenyl]-3-yl)methyl)-5-azaspiro[2.4]heptan-7-yl)-1-fluoromethanesulfonamide